CC1=CC=C(C=C1)S(=O)(=O)CC(=O)C2=CC=CC=C2 2-(p-toluenesulfonyl)acetophenone